ethyl 1-(4-(6-((4-cyano-2-fluorobenzyl)oxy)pyridin-2-yl)phenyl)cyclopropane-1-carboxylate C(#N)C1=CC(=C(COC2=CC=CC(=N2)C2=CC=C(C=C2)C2(CC2)C(=O)OCC)C=C1)F